(3R)-2'-{6-amino-5-[(1R)-1-(pyrimidin-2-yl)ethoxy]pyridin-3-yl}-N-(propan-2-yl)-5',6'-dihydrospiro[pyrrolidine-3,4'-pyrrolo[1,2-b]pyrazole]-1-carboxamide NC1=C(C=C(C=N1)C=1C=C2N(N1)CC[C@]21CN(CC1)C(=O)NC(C)C)O[C@H](C)C1=NC=CC=N1